F[C@H]1C[C@H](N2N=C(N=C21)S(=O)(=O)C2COC2)C2=CC(=CC=C2)F (5S,7S)-7-fluoro-5-(3-fluorophenyl)-2-(oxetan-3-ylsulfonyl)-6,7-dihydro-5H-pyrrolo[1,2-b][1,2,4]triazole